(2S,4R)-4-(2-((5-methyl-6-phenylpyridin-3-yl)amino)-2-oxoethyl)-1-(2-methylbenzofuro[3,2-d]pyrimidin-4-yl)pyrrolidine CC=1C=C(C=NC1C1=CC=CC=C1)NC(C[C@H]1CCN(C1)C=1C2=C(N=C(N1)C)C1=C(O2)C=CC=C1)=O